3-(FURAN-2-YL)PROPANAL O1C(=CC=C1)CCC=O